N-(6-chloro-1,3-benzothiazol-2-yl)cyclooctanecarboxamide ClC1=CC2=C(N=C(S2)NC(=O)C2CCCCCCC2)C=C1